C[C@@H]1N(CCN(C1)C(C=C)=O)N1C(N=CC2=C1N=CC=C2)=O ((S)-2-methyl-4-(2-propenoyl)-1-piperazinyl)pyrido[2,3-d]pyrimidin-2(1H)-one